N(O)=C1N(CCN1)CCOC1=C(C2=CC=CC=C2C=C1)C#N 2-(2-(2-oxoimidazolidin-1-yl)ethoxy)-1-naphthonitrile oxime